4-(4-chlorophenyl)-1,1-dimethylsilinane ClC1=CC=C(C=C1)C1CC[Si](CC1)(C)C